(+/-)-N-[(3R,4S)-3-fluoro-1-methylpiperidin-4-yl]-2-(5-{[(3-methanesulfonylphenyl)amino]methyl}-1,3,4-oxadiazol-2-yl)-1-(2,2,2-trifluoroethyl)-1H-indol-4-amine F[C@@H]1CN(CC[C@@H]1NC=1C=2C=C(N(C2C=CC1)CC(F)(F)F)C=1OC(=NN1)CNC1=CC(=CC=C1)S(=O)(=O)C)C |r|